2-(2-(prop-1-en-2-yl)-4-(trifluoromethyl)imidazo[1,2-a][1,8]naphthyridin-8-yl)-1,3,4-oxadiazole C=C(C)C=1C=C(C=2C=CC=3N(C2N1)C=C(N3)C=3OC=NN3)C(F)(F)F